1-({3-[(4,5-Diphenyl-1-imidazolinyl)methyl]-5-methoxyphenyl}methyl)-4,5-diphenylimidazoline C1(=CC=CC=C1)C1NC(=NC1C1=CC=CC=C1)CC=1C=C(C=C(C1)OC)CN1C=NC(C1C1=CC=CC=C1)C1=CC=CC=C1